5-{7-[2-(dimethylamino)ethoxy]-1-fluoro-3-hydroxynaphthalen-2-yl}-1λ6,2,5-thiadiazolidine-1,1,3-trione CN(CCOC1=CC=C2C=C(C(=C(C2=C1)F)N1CC(NS1(=O)=O)=O)O)C